(R)-1-(2-methyl-4-((2-methyl-[1,1'-biphenyl]-4-yl)methyl)piperazine-1-carbonyl)-1H-pyrazole-3-carboxylic acid C[C@H]1N(CCN(C1)CC1=CC(=C(C=C1)C1=CC=CC=C1)C)C(=O)N1N=C(C=C1)C(=O)O